N-(4-((2-(1,1-difluoroethyl)-6-(1-(methyl-d3)-1H-pyrazol-4-yl)pyrimidin-4-yl)amino)-5-ethoxypyridin-2-yl)acetamide ethyl-(S)-1-(isoquinolin-4-yl)piperidine-3-carboxylate C(C)OC(=O)[C@@H]1CN(CCC1)C1=CN=CC2=CC=CC=C12.FC(C)(F)C1=NC(=CC(=N1)NC1=CC(=NC=C1OCC)NC(C)=O)C=1C=NN(C1)C([2H])([2H])[2H]